[O].C(C)(C)(C)[Si](C)C (3R)-tert-butyl-dimethyl-silicon oxygen